ClC1=CC=C(CN2C=C(C3=CC=C(C=C23)N)C)C=C1 1-(4-chlorobenzyl)-3-methyl-1H-indol-6-amine